Racemic-5-(methylcarbamoyl)-4-(1-phenylethoxy)-1H-pyrrole-2-carboxylic acid CNC(=O)C1=C(C=C(N1)C(=O)O)O[C@H](C)C1=CC=CC=C1 |r|